C(C)N(C(O[C@H]1C[C@H](CC1)C1=CC(=NN1)NC(CC1=CC=C(C=C1)OC)=O)=O)C (1R,3S)-3-(3-{[(4-methoxyphenyl)acetyl]amino}-1H-pyrazol-5-yl)cyclopentyl ethyl(methyl)carbamate